4-(pyrrolidin-1-ylmethyl)phenylethylamine N1(CCCC1)CC1=CC=C(C=C1)CCN